C(C1=C(C(=CC(=C1)C)C1CCCCC1)O)C1=C(C(=CC(=C1)C)C1CCCCC1)O 2,2'-methylenebis(4-methyl-6-cyclohexylphenol)